aminobutyl-pyridine chloride salt [Cl-].NCCCCC1=NC=CC=C1